FC(C(C(C(S(=O)(=O)[O-])(F)F)(F)F)(F)F)(F)F nonafluoro-n-butanesulfonate